3-(4-cyanophenyl)-2-(p-toluenesulfonyl)propanal C(#N)C1=CC=C(C=C1)CC(C=O)S(=O)(=O)C1=CC=C(C)C=C1